C(C)(C)(C)C1=CC=C(C=C1)C=1OC(=C(N1)C(=O)NCCN(C)C)C1=C(C=CC=C1)[N+](=O)[O-] (4-(tert-butyl)phenyl)-N-(2-(dimethylamino)ethyl)-5-(2-nitrophenyl)oxazole-4-carboxamide